pyrazolo[3,4-c]pyrazole N1=NC=C2C1=NN=C2